ClC1=CC(=C(C=C1)\C=C\1/OC(C2=C1C(=CC(=C2)F)[N+](=O)[O-])=O)F (3Z)-3-[(4-chloro-2-fluorophenyl)methylidene]-6-fluoro-4-nitro-2-benzofuran-1-one